B=1OC=C2C1C=CC=C2 benzo[c][1,2]oxaborol